2,2-Bis(3,4,5-trimethyl-2-oxolanyl)propan CC1C(OC(C1C)C)C(C)(C)C1OC(C(C1C)C)C